2-(6-{1-[1-(1,3-dioxolan-2-yl)-4-methylpentan-3-yl]azetidin-3-yl}-3-methylimidazo[1,5-a]pyridin-8-yl)-N-methyl-5-fluoro-N-(isopropyl)benzamide O1C(OCC1)CCC(C(C)C)N1CC(C1)C=1C=C(C=2N(C1)C(=NC2)C)C2=C(C(=O)N(C(C)C)C)C=C(C=C2)F